6-(((1-(fluoromethyl)cyclobutyl)amino)methyl)-2-(6-((1S,3S)-3-methyl-1-(4-methyl-4H-1,2,4-triazol-3-yl)cyclobutyl)imidazo[1,2-a]pyridin-8-yl)-4-(trifluoromethyl)isoindol-1-one FCC1(CCC1)NCC1=CC(=C2CN(C(C2=C1)=O)C=1C=2N(C=C(C1)C1(CC(C1)C)C1=NN=CN1C)C=CN2)C(F)(F)F